N-(3'-(3-cyano-6-(1-methyl-1H-pyrazol-4-yl)pyrazolo[1,5-a]pyridin-4-yl)-[1,1'-biphenyl]-3-yl)acrylamide C(#N)C=1C=NN2C1C(=CC(=C2)C=2C=NN(C2)C)C=2C=C(C=CC2)C2=CC(=CC=C2)NC(C=C)=O